Heptyltriphenylphosphonium Bromide [Br-].C(CCCCCC)[P+](C1=CC=CC=C1)(C1=CC=CC=C1)C1=CC=CC=C1